C(C)O[Si](CCCSC(CCCCCCC)=O)(OCC)OCC octanethioic acid S-[3-(triethoxysilyl)propyl]ester